FC=1C=C2C(=NC1)C[C@@H](C1=C(O2)C=CC=C1)CN |o1:8| (S*)-(3-fluoro-10,11-dihydrobenzo[6,7]oxepino[3,2-b]pyridin-10-yl)methanamine